benzyl 5-bromopyrazolo[1,5-a]pyridine-2-carboxylate BrC1=CC=2N(C=C1)N=C(C2)C(=O)OCC2=CC=CC=C2